C[Si](CCOCN1N=CN=C1C1=C(N)C=CC=C1)(C)C 2-(1-((2-(trimethylsilyl)ethoxy)methyl)-1H-1,2,4-triazol-5-yl)aniline